2-chloro-N-[(1R,3S)-3-{[6-chloro-2-(trifluoromethyl)quinolin-4-yl]amino}cyclohexyl]-1H-pyrrole-3-carboxamide ClC=1NC=CC1C(=O)N[C@H]1C[C@H](CCC1)NC1=CC(=NC2=CC=C(C=C12)Cl)C(F)(F)F